BrC=1C(=NC=CC1C(F)F)NCC1=CC=C(C=C1)OC 3-bromo-4-(difluoromethyl)-N-(4-methoxybenzyl)pyridin-2-amine